NCC1=CC=C(C(=N1)F)C1C(NC(CC1)=O)=O 3-(6-(Aminomethyl)-2-fluoropyridin-3-yl)piperidine-2,6-dione